2-(2-((7-(3-(aminomethyl)phenyl)-5-(hydroxymethyl)benzofuran-2-yl)methoxy)phenyl)acetic acid NCC=1C=C(C=CC1)C1=CC(=CC=2C=C(OC21)COC2=C(C=CC=C2)CC(=O)O)CO